1-{4-[(3,4-diamino-5-fluorophenyl)methyl]piperazin-1-yl}ethanone NC=1C=C(C=C(C1N)F)CN1CCN(CC1)C(C)=O